4,4'-((4-bromophenyl)methylene)bis(3-methyl-1-(pyrimidin-2-yl)-1H-pyrazol-5-ol) BrC1=CC=C(C=C1)C(C=1C(=NN(C1O)C1=NC=CC=N1)C)C=1C(=NN(C1O)C1=NC=CC=N1)C